NC1=C(C(=NC=2N1N=C(C2C)CC)NCCC2=NC(=CC=C2)C(C)(C)O)C#N 7-amino-2-ethyl-5-((2-(6-(2-hydroxypropan-2-yl)pyridin-2-yl)ethyl)amino)-3-methylpyrazolo[1,5-a]pyrimidine-6-carbonitrile